N-(4-((1S,2R)-2-phenylcyclopentyl)thiazol-2-yl)-1-(pyridin-4-ylmethyl)-1H-pyrrole-2-carboxamide C1(=CC=CC=C1)[C@H]1[C@H](CCC1)C=1N=C(SC1)NC(=O)C=1N(C=CC1)CC1=CC=NC=C1